CC([C@@H](C(=O)O)NC(=O)C1=NC=C(C=C1)C=1C=NC=2N(C1)C(=CN2)C2(CC2)C=2C=C1C=CC=NC1=CC2)(C)C (2S)-3,3-dimethyl-2-[({5-[3-(1-quinolin-6-ylcyclopropyl)imidazo[1,2-a]pyrimidin-6-yl]pyridin-2-yl}carbonyl)amino]butanoic Acid